COC(C[C@@H]1\N=C(/C2=C(NC1=NNC(C)=O)C=CC(=C2)OC)\C2=CC=C(C=C2)Br)=O.OCCC(C(=O)N)CCCCCCCCCC hydroxyethyl-lauramide methyl-(S,Z)-2-(2-(2-acetylhydrazineylidene)-5-(4-bromophenyl)-7-methoxy-2,3-dihydro-1H-benzo[e][1,4]diazepin-3-yl)acetate